4-(3-(3-Methyl-4-nitrophenyl)-2-(trifluoromethyl)oxazolidin-5-carbonyl)piperazin-1-carboxylat CC=1C=C(C=CC1[N+](=O)[O-])N1C(OC(C1)C(=O)N1CCN(CC1)C(=O)[O-])C(F)(F)F